C(CCCCCCCCCCCCCCCCC)N(C(=S)SSC(=S)N(C(C)C)CCCCCCCCCCCCCCCCCC)C(C)C N,N'-dioctadecyl-N,N'-diisopropyl-thiuram disulfide